C(C)(C)(C)OC(=O)N1C[C@H](CC=C1C=1C=CC2=C(CC3(CCN(CC3)CC(C)(C)O)O2)C1)C (S)-6-(1'-(2-hydroxy-2-methylpropyl)-3H-spiro[benzofuran-2,4'-piperidin]-5-yl)-3-methyl-3,4-dihydropyridine-1(2H)-carboxylic acid tert-butyl ester